5-((3S,4R)-3-methylpiperidin-4-yl)pyridin-2(1H)-one hydrochloride Cl.C[C@@H]1CNCC[C@H]1C=1C=CC(NC1)=O